7-fluoro-1-(4-(3-phenylpropoxy)phenyl)-9H-pyrido[3,4-b]indole-3-carboxylic acid FC1=CC=C2C3=C(NC2=C1)C(=NC(=C3)C(=O)O)C3=CC=C(C=C3)OCCCC3=CC=CC=C3